C(C1=CC=CC=C1)N(P(C1=C(C=CC=C1)C)C1=C(C=CC=C1)C)P(C1=CC=C(C=C1)[Si](CCCC)(CCCC)CCCC)C1=CC=C(C=C1)[Si](CCCC)(CCCC)CCCC N-benzyl-N-(bis(4-(tributylsilyl)phenyl)phosphaneyl)-1,1-di-o-tolylphosphanamine